4-(1-((1-phenyl-1H-tetrazol-5-yl)sulfonyl)propan-2-yl)pyridine C1(=CC=CC=C1)N1N=NN=C1S(=O)(=O)CC(C)C1=CC=NC=C1